4-Methyl-2-(1-methyl-1H-pyrazol-4-yl)-6,7-dihydro-5H-pyrrolo[3,4-b]pyridine hydrochloride Cl.CC1=C2C(=NC(=C1)C=1C=NN(C1)C)CNC2